BrC=1C(=CC(=NC1)C1OCCO1)C 5-bromo-2-(1,3-dioxolan-2-yl)-4-methylpyridine